(S)-(R)-Diacetyl-D-tartaric acid C(C)(=O)[C@@]([C@](C(=O)O)(O)C(C)=O)(O)C(=O)O